ClC=1N=NC(=C(N1)Cl)Cl 3,5,6-trichloro-[1,2,4]-triazine